B(O)(O)C1=C(C(=O)O)C=C(C=C1)OC(C)(C)C 2-BORONO-5-TERT-BUTOXYBENZOIC ACID